4-bromo-6,7-dimethyl-1H-indazole BrC1=C2C=NNC2=C(C(=C1)C)C